4-cyano-2,3-dihydrobenzofuran-7-yl-5-cyclopropylmethoxy-2,8-dimethyl-1,4-dihydro-1,6-naphthyridine-3-carboxamide C(#N)C1=CC=C(C2=C1CCO2)N2C(=C(CC1=C(N=CC(=C21)C)OCC2CC2)C(=O)N)C